octeneimine C(C=CCCCCC)=N